3-(1,1-difluoro-2-oxo-2-(1,4,6,7-tetrahydro-5H-[1,2,3]-triazolo[4,5-c]pyridin-5-yl)ethyl)-4-fluoro-N-(4-fluoro-3-methylphenyl)benzamide FC(C(N1CC2=C(CC1)NN=N2)=O)(F)C=2C=C(C(=O)NC1=CC(=C(C=C1)F)C)C=CC2F